O=C1NC2(CO1)C(N(CCC2)C(=O)OC(C)(C)C)CO[C@@H]2CC[C@@H](CC2)C2=CC=CC=C2 tert-butyl (CIS)-2-oxo-6-({[(CIS)-4-phenylcyclohexyl]oxy}methyl)-3-oxa-1,7-diazaspiro[4.5]decane-7-carboxylate